4-(4-(5-((4-(((1R,7S,8r)-8-acetamido-4-azabicyclo[5.1.0]octan-4-yl)methyl)-6-(3,5-dichlorophenyl)pyridin-2-yl)oxy)pyrimidin-2-yl)piperazin-1-yl)-2-methylbutanoic acid C(C)(=O)NC1[C@H]2CCN(CC[C@@H]12)CC1=CC(=NC(=C1)C1=CC(=CC(=C1)Cl)Cl)OC=1C=NC(=NC1)N1CCN(CC1)CCC(C(=O)O)C